C1(=CC(=CC=C1)OCC1OC(OC1)=O)OCC1OC(OC1)=O 4,4'-(1,3-phenylenebis(oxymethylene))bis(1,3-dioxolan-2-one)